n-docosylhexyl ether C(CCCCCCCCCCCCCCCCCCCCC)OCCCCCC